COC=1CC(C=CC1)(F)OC 1,3-dimethoxy-3-fluorobenzene